[N+](=O)([O-])C=1C=C(C=NC1)C(C(=O)[O-])C(=O)[O-] 5-nitropyridin-3-yl-malonate